O(C1=CC=CC=C1)P1(=NP(=NP(=N1)(F)F)(F)F)F (phenoxy)pentafluoro-cyclotriphosphazene